2-amino-5-(2-chloro-4-(2-hydroxy-2-(m-tolyl)acetamido)phenyl)-N-isopropylnicotinamide NC1=C(C(=O)NC(C)C)C=C(C=N1)C1=C(C=C(C=C1)NC(C(C=1C=C(C=CC1)C)O)=O)Cl